siliraneselon [Si]1(CC1)=[Se]